N[C@@H](CC(=O)OC(C)(C)C)C(=O)NCCC1=NC(=NO1)OC tert-Butyl (S)-3-amino-4-((2-(3-methoxy-1,2,4-oxadiazol-5-yl)ethyl)amino)-4-oxobutanoate